1-(5-[(5-chlorothiophen-2-yl)methyl]amino-3-(1-methanesulfonylpyrrolidin-2-yl)-1H-pyrazol-1-yl)-2,2-dimethylpropan-1-one ClC1=CC=C(S1)CNC1=CC(=NN1C(C(C)(C)C)=O)C1N(CCC1)S(=O)(=O)C